1-((Benzyloxy)methyl)-5-fluoropyrimidine-2,4(1H,3H)-dione C(C1=CC=CC=C1)OCN1C(NC(C(=C1)F)=O)=O